ClC1=C(C=2N=C(N=C(C2C=N1)N1CC2CCC(C1)N2C(=O)O)OCCO)F.NC2CCC(CC2)NS(=O)(=O)C N-(4-aminocyclohexyl)methanesulfonamide 3-(7-chloro-8-fluoro-2-(2-hydroxyethoxy)pyrido[4,3-d]pyrimidin-4-yl)-3,8-diazabicyclo[3.2.1]Octane-8-carboxylate